ClC1=CC2=C(N=N1)N(CCC2)C=2SC=C(N2)C(=O)OCC ethyl 2-{3-chloro-5H,6H,7H,8H-pyrido[2,3-c]pyridazin-8-yl}-1,3-thiazole-4-carboxylate